2-[9H-fluoren-9-ylmethoxycarbonyl(propyl)amino]acetic acid C1=CC=CC=2C3=CC=CC=C3C(C12)COC(=O)N(CC(=O)O)CCC